1-butyne C#CCC